2-chloro-N-(6,7,8,9-tetrahydro-5H-pyrido[3,2-b]indol-8-yl)-7,8-dihydro-6H-pyrimido[5,4-b](1,4)oxazin-4-amine ClC=1N=C(C=2OCCNC2N1)NC1CC=2C3=C(NC2CC1)C=CC=N3